1-(((3S)-1-(((2R)-2-(3-fluorophenyl)-1-azetidinyl)sulfonyl)-3-piperidinyl)carbonyl)-N-(4-(trifluoromethyl)benzyl)-D-prolinamide FC=1C=C(C=CC1)[C@@H]1N(CC1)S(=O)(=O)N1C[C@H](CCC1)C(=O)N1[C@H](CCC1)C(=O)NCC1=CC=C(C=C1)C(F)(F)F